(1S)-1-[3-[2-(1-methoxyethyl)-4-pyridinyl]-1,2,4-oxadiazol-5-yl]ethylamine COC(C)C1=NC=CC(=C1)C1=NOC(=N1)[C@H](C)N